OB(C=1C(=C(C(=O)N2[C@@H](C[C@@H](C2)NC(=O)C=2C=CC3=C(B(OC3)O)C2)C(=O)NCC(=O)O)C(=CC1)F)F)O ((2S,4S)-1-(3-dihydroxyboryl-2,6-difluorobenzoyl)-4-(1-hydroxy-1,3-dihydrobenzo[c][1,2]oxaborole-6-carboxamido)pyrrolidine-2-carbonyl)glycine